2-methoxy-5-(2-morpholinoethoxy)benzoic acid COC1=C(C(=O)O)C=C(C=C1)OCCN1CCOCC1